6-((2-((3R)-3-amino-4,4-difluoro-1-piperidinyl)-5-methoxy-1H-benzimidazol-1-yl)methyl)-3-pyridinecarbonitrile N[C@@H]1CN(CCC1(F)F)C1=NC2=C(N1CC1=CC=C(C=N1)C#N)C=CC(=C2)OC